FCOC=1C=C(C(=O)NC)C=CC1NCC#CC=1N(C2=CC=CC(=C2C1)NC1CCN(CC1)CC(COC)O)CC(F)(F)F 3-(fluoromethoxy)-4-{[3-(4-{[1-(2-hydroxy-3-methoxypropyl)piperidin-4-yl]amino}-1-(2,2,2-trifluoroethyl)-1H-indol-2-yl)prop-2-yn-1-yl]amino}-N-methylbenzamide